C1CC(CCC1CC2=CC=C(C=C2)N)N (4-aminocyclohexyl)-p-toluidine